ClC=1C=C(C=CC1F)C(=O)N1CCC(CC1)CN(CCC)C1CC2=CC=CC(=C2CC1)O (3-Chloro-4-fluorophenyl)(4-(((5-hydroxy-1,2,3,4-tetrahydronaphthalen-2-yl)(propyl)amino)methyl)piperidin-1-yl)methanone